C(C)N1N=C(C(=C1C)O)CC 1,3-Diethyl-4-hydroxy-5-methyl-pyrazol